FC1=C(C(=CC(=C1)CN1CCN(CC1)C)F)N1C=NC(=C1)C1=NC(=NC=C1C(F)(F)F)NC1CCN(CC1)S(=O)(=O)C 4-(1-(2,6-Difluoro-4-((4-methylpiperazin-1-yl)methyl)phenyl)-1H-imidazol-4-yl)-N-(1-(methylsulfonyl)piperidin-4-yl)-5-(trifluoromethyl)pyrimidin-2-amine